FC1(CC(C1)OC1=CC(=NC=C1)CNC(=O)C=1SC(=NN1)CCCCC=1SC(=NN1)C(NCC1=NC=CC(=C1)C(F)(F)F)=O)F N-((4-(3,3-difluorocyclobutoxy)pyridin-2-yl)methyl)-5-(4-(5-(((4-(trifluoromethyl)pyridin-2-yl)methyl)carbamoyl)-1,3,4-thiadiazol-2-yl)butyl)-1,3,4-thiadiazole-2-carboxamide